CN1C(N(C2=C1C=CC=C2)C)C2=CC=CC=C2 1,3-dimethyl-2-phenyl-2,3-dihydro-benzimidazole